(3R)-3-[2-isopropyl-5-[6-(trifluoromethyl)-2-pyridyl]pyrazol-3-yl]cyclopentanone C(C)(C)N1N=C(C=C1[C@H]1CC(CC1)=O)C1=NC(=CC=C1)C(F)(F)F